((tert-Butyldimethylsilyl)oxy)-N-(2,4-dimethoxybenzyl)ethan-1-amine [Si](C)(C)(C(C)(C)C)OC(C)NCC1=C(C=C(C=C1)OC)OC